CN1CCC2(CC1)C(C1=CC(=CC=C1C2)N)N methyl-1,3-dihydrospiro[indene-2,4'-piperidine]-1,6-diamine